methyl 1-(3-azidopyrazin-2-yl)-1H-indazole-7-carboxylate N(=[N+]=[N-])C=1C(=NC=CN1)N1N=CC2=CC=CC(=C12)C(=O)OC